(2S)-N-{(1S)-1-cyano-2-[4-(4-methyl-3-oxo-1,2,3,4-tetrahydroquinoxalin-6-yl)phenyl]ethyl}-1,4-oxazepan-2-carboxamide C(#N)[C@H](CC1=CC=C(C=C1)C=1C=C2N(C(CNC2=CC1)=O)C)NC(=O)[C@H]1OCCCNC1